CP(=O)(C)C=1C=C(C(=NC1)NC(OC(C)(C)C)=O)OC tert-butyl N-[5-(dimethylphosphoryl)-3-methoxypyridin-2-yl]carbamate